methyl octyl phosphorothioate P(OC)(OCCCCCCCC)([O-])=S